4,4-dimethylcyclohexylamine CC1(CCC(CC1)N)C